N-thiepan-4-yl-amidosulfuric acid S1CCC(CCC1)NS(O)(=O)=O